7-chloro-5-methyl-4-oxo-1-(1,2,4-thiadiazol-5-yl)-1,4-dihydro-1,8-naphthyridine-3-carboxylic acid ethyl ester C(C)OC(=O)C1=CN(C2=NC(=CC(=C2C1=O)C)Cl)C1=NC=NS1